N-[[6-(1,5-naphthyridine-2-carbonyl)-6-azaspiro[2.5]octan-2-yl]methyl]furo[2,3-c]pyridine-2-carboxamide N1=C(C=CC2=NC=CC=C12)C(=O)N1CCC2(C(C2)CNC(=O)C2=CC=3C(=CN=CC3)O2)CC1